2-(3-(3-Chloro-4-fluorophenyl)-1-(1-(1-oxo-1,2-dihydroisoquinolin-4-yl)ethyl)ureido)ethylsulfonamide ClC=1C=C(C=CC1F)NC(N(C(C)C1=CNC(C2=CC=CC=C12)=O)CCS(=O)(=O)N)=O